BrC=1C=C(C=NC1)NC(=O)CCCN1CCN(CC1)C(=O)OC(C)(C)C tert-butyl 4-{3-[(5-bromopyridin-3-yl)carbamoyl]propyl}piperazine-1-carboxylate